C(C=C)(=O)N1CC2(CN(C2)CCN2C3=C(N(C([C@H](CC2)NC2=C(C#N)C(=CC(=N2)C)C(F)(F)F)=O)C)C=CC=C3)C1 (S)-2-((6-(2-(6-Acryloyl-2,6-diazaspiro[3.3]heptan-2-yl)ethyl)-1-methyl-2-oxo-1,2,3,4,5,6-hexahydrobenzo[b][1,4]diazocin-3-yl)amino)-6-methyl-4-(trifluoromethyl)nicotinonitril